C1(CCCC1)[C@@H]([C@H](C)OC([C@@H](NC(=S)C1=NC=CC(=C1OC(C)=O)OC)C)=O)C1=CC=CC=C1 (3-acetoxy-4-methoxypyridine-2-thiocarbonyl)-L-alanine (1R,2S)-1-cyclopentyl-1-phenylpropan-2-yl ester